Bisdibenzylideneacetone palladium [Pd].C(C1=CC=CC=C1)=CC(=O)C=CC1=CC=CC=C1.C(C1=CC=CC=C1)=CC(=O)C=CC1=CC=CC=C1